C1(=CC=CC=C1)C1=CSC=2N=C(N=C(C21)N2CCN(CC2)C(C)=O)C2=NC=CC=C2 1-{4-[5-phenyl-2-(pyridin-2-yl)thieno[2,3-d]pyrimidin-4-yl]piperazin-1-yl}ethan-1-one